2-(pyridin-4-yl)-1H,4H,5H,6H,7H-pyrrolo[3,2-c]pyridin-4-one N1=CC=C(C=C1)C1=CC=2C(NCCC2N1)=O